6-(4-(3-chloro-4-fluorophenyl)-1-(3-fluorocyclobutyl)-1H-imidazol-5-yl)imidazo[1,2-b]pyridazine-3-carbonitrile ClC=1C=C(C=CC1F)C=1N=CN(C1C=1C=CC=2N(N1)C(=CN2)C#N)C2CC(C2)F